C1=C(C=CC2=CC=CC=C12)CCCCCC1=C2C(NC(C2=CC=C1)=O)=O [5-(naphthalen-2-yl)pentyl]isoindole-1,3-dione